C1(=CC=CC=C1)C1C(NC1)C(C)O (3-phenyl-2-azetidinyl)ethanol